O=C1NC(CCC1N1C(C2=CC=CC(=C2C1=O)NCCCOC1=CC=C(C=C1)C(C)(C)C1=CC=C(OCC2=NC(=NO2)C(=O)N(C)C)C=C1)=O)=O 5-((4-(2-(4-(3-((2-(2,6-dioxopiperidin-3-yl)-1,3-dioxoisoindoline-4-yl)amino)propoxy)phenyl)propan-2-yl)phenoxy)methyl)-N,N-dimethyl-1,2,4-oxadiazole-3-carboxamide